N[C@@H]1CC[C@H](CC1)NC(OC(C)(C)C)=O tert-butyl trans-(4-aminocyclohexyl)carbamate